C(C)(C)(C)C=1C=C(C=C(C1O)C(C)(C)C)CCC(=O)NNC(CCC(CCC1=CC(=C(C(=C1)C(C)(C)C)O)C(C)(C)C)=O)=O 2',3-bis[[3-[3,5-di-tertbutyl-4-hydroxyphenyl]propionyl]]propionohydrazide